n-methyl-4-(1H-pyrazol-1-yl)aniline CNC1=CC=C(C=C1)N1N=CC=C1